CC(C)(C)\N=C\C=N\C(C)(C)C N-((E,2E)-2-{[(E)-1,1-dimethylethyl]imino}ethylidene)-2-methyl-2-propanamine